sodium decylamide methylpropionate COC(CC)=O.C(CCCCCCCCC)[NH-].[Na+]